3-(4-Bromo-1-methyl-1H-pyrazol-3-yl)-5-fluoropyridine BrC=1C(=NN(C1)C)C=1C=NC=C(C1)F